NC1=C2C(=NC=N1)N(N=C2C2=CC=C(C=C2)OC2=CC=CC=C2)[C@H]2[C@@H](CN(CC2)CC=2C=C1CN(C(C1=CC2)=O)C2C(NC(CC2)=O)=O)F 3-(5-(((3R,4R)-4-(4-amino-3-(4-phenoxyphenyl)-1H-pyrazolo[3,4-d]pyrimidin-1-yl)-3-fluoropiperidin-1-yl)methyl)-1-oxoisoindolin-2-yl)piperidine-2,6-dione